FC[C@H]1CN(CC1)CCOC1=CC=C(C=C1)O (R)-4-(2-(3-(fluoromethyl)pyrrolidin-1-yl)ethoxy)phenol